2-((R)-2-hydroxy-2-((S)-1,2,3,4-tetrahydroisoquinolin-3-yl)ethyl)-4,4-dimethyl-6-(2,6-diazaspiro[3.3]heptane-2-carbonyl)-3,4-dihydroisoquinolin-1(2H)-one hydrochloride Cl.O[C@H](CN1C(C2=CC=C(C=C2C(C1)(C)C)C(=O)N1CC2(C1)CNC2)=O)[C@H]2NCC1=CC=CC=C1C2